FC=1C=CC=C2C(C(NC12)=O)(C)C 7-fluoro-3,3-dimethylindolin-2-one